iron-copper-titanium [Ti].[Cu].[Fe]